(R)-N-(1-(5-(3,4-dichlorophenyl)furan-2-yl)propan-2-yl)-3-(pyridin-4-yl)-1H-pyrazole-5-carboxamide ClC=1C=C(C=CC1Cl)C1=CC=C(O1)C[C@@H](C)NC(=O)C1=CC(=NN1)C1=CC=NC=C1